oxybis(2-dodecylbenzenesulfonic acid) O(C=1C(=C(C=CC1)S(=O)(=O)O)CCCCCCCCCCCC)C=1C(=C(C=CC1)S(=O)(=O)O)CCCCCCCCCCCC